OC1=CC=C2C=C(C(OC2=C1)=O)C1=C(C=C(C=C1)CCCCC)C(F)(F)F 7-hydroxy-3-(4-pentyl-2-trifluoromethyl-phenyl)coumarin